FC1=C(OC2=C(C=C3C=NN(C3=C2)C)C(=O)N)C=CC(=C1)OCCC(N1CCNCC1)=O 6-[2-fluoro-4-(3-oxo-3-piperazin-1-yl-propoxy)phenoxy]-1-methyl-indazole-5-carboxamide